BrC=1C=C(C=C2CC(N(C12)C(C)C)CC#N)C(=O)NC1=CC=C(C=C1)OC(F)(F)Cl 7-bromo-N-(4-(chlorodifluoromethoxy)phenyl)-2-(cyanomethyl)-1-isopropylindoline-5-carboxamide